di(2-methacryloxyethyl) phosphate P(=O)(OCCOC(C(=C)C)=O)(OCCOC(C(=C)C)=O)[O-]